2-((2R,5S)-5-methyl-2-(2-(tetrahydro-2H-pyran-4-yl)-2H-indazol-6-yl)piperidin-1-yl)-2-oxo-N-(1-((2-(trimethylsilyl)ethoxy)methyl)-1H-pyrazolo[4,3-c]pyridin-7-yl)acetamide C[C@H]1CC[C@@H](N(C1)C(C(=O)NC=1C2=C(C=NC1)C=NN2COCC[Si](C)(C)C)=O)C=2C=CC1=CN(N=C1C2)C2CCOCC2